1,2-bis(3,4-dimethylphenyl)ethane-1,2-diol CC=1C=C(C=CC1C)C(C(O)C1=CC(=C(C=C1)C)C)O